(S)-tert-butyl 3-methyl-6-(2-(2-methyl-2-azaspiro[3.3]heptan-6-yl)benzo[d]thiazol-5-yl)-3,4-dihydropyridine-1(2H)-carboxylate C[C@@H]1CN(C(=CC1)C=1C=CC2=C(N=C(S2)C2CC3(CN(C3)C)C2)C1)C(=O)OC(C)(C)C